O=C1CC2(CCC(N2C1)=O)C(=O)OCC Ethyl 2,5-dioxotetrahydro-1H-pyrrolizin-7a(5H)-carboxylate